C(C)(C)(C)OC(=O)N1CCC(CC1)CNC=1NC(/C(/N1)=C/C1=CC2=C(N=CS2)C=C1)=O 4-[[[(4Z)-4-(1,3-benzothiazol-6-ylmethylene)-5-oxo-1H-imidazol-2-yl]amino]methyl]piperidine-1-carboxylic acid tert-butyl ester